N-(5-bromopyridin-3-yl)-3-methylbutanamide BrC=1C=C(C=NC1)NC(CC(C)C)=O